N=1C=NN2C1C=C(C=C2)OC2=C(C=C(C=C2)NC=2C1=C(N=CN2)C=CC(=N1)OC1CC2CCC(C1)N2C(C=C)=O)C 1-(Endo-3-((4-((4-([1,2,4]triazolo[1,5-a]pyridin-7-yloxy)-3-methylphenyl)amino)pyrido[3,2-d]pyrimidin-6-yl)oxy)-8-azabicyclo[3.2.1]oct-8-yl)prop-2-en-1-one